2-Methyl-6-(oxapropan-2-yl)pyridine CC1=NC(=CC=C1)C(O)C